C1(=CC=CC=C1)P(C1=CC=CC=C1)CP(C1=CC=CC=C1)C1=CC=CC=C1 Bis-(diphenylphosphino)methane